COC1=CC=C(C=C1)NC1C(C(NC2=CC(=C(C=C12)C)C)=O)(C)C 4-((4-Methoxyphenyl)amino)-3,3,6,7-tetramethyl-3,4-dihydroquinolin-2(1H)-one